4-[2-[4-[2-chloro-4-[[5-[4-(difluoromethoxy)-2,3-difluoro-phenyl]-1-methyl-imidazole-2-carbonyl]amino]benzoyl]piperazin-1-yl]-2-oxo-ethyl]piperazine-1-carboxylic acid tert-butyl ester C(C)(C)(C)OC(=O)N1CCN(CC1)CC(=O)N1CCN(CC1)C(C1=C(C=C(C=C1)NC(=O)C=1N(C(=CN1)C1=C(C(=C(C=C1)OC(F)F)F)F)C)Cl)=O